CC=1C=C(C=CC1)NO N-(3-methylphenyl)hydroxylamine